NC1=NC(=CC(=N1)C=1C(=C(C#N)C=CC1)F)C1=CC(=NC=C1)OC 3-(2-amino-6-(2-methoxypyridin-4-yl)pyrimidin-4-yl)-2-fluorobenzonitrile